2-(4-acetylphenyl)-7,7-dimethyl-10-(pyridin-3-yl)-5,12b-dihydro-1H,7H-chromeno[4,3-c][1,2,4]triazolo[1,2-a]pyridazin-1,3(2H)-dione C(C)(=O)C1=CC=C(C=C1)N1C(N2N(CC=C3C2C=2C=CC(=CC2OC3(C)C)C=3C=NC=CC3)C1=O)=O